ClC1=CC=C(C=C1)C(N1C[C@@H](N(C[C@H]1C)C1=CC(N(C=2C=CC(=NC12)C#N)C)=O)C)C1=NC(=CC=C1)F 8-[(2s,5r)-4-[(4-chlorophenyl)(6-fluoropyridin-2-yl)methyl]-2,5-dimethylpiperazin-1-yl]-5-methyl-6-oxo-5,6-dihydro-1,5-naphthyridine-2-carbonitrile